O1CCC(=CC1)C1=CC=C2C(=C(C(N(C2=C1)C)=O)C#N)N1CCC(CC1)C1=CC=C(C=C1)OC 7-(3,6-dihydro-2H-pyran-4-yl)-4-[4-(4-methoxyphenyl)piperidin-1-yl]-1-methyl-2-oxo-1,2-dihydroquinoline-3-carbonitrile